4-(3-hydroxybenzyl)-2-(1-naphthyl)-1,2,4-thiadiazole-3,5-dione OC=1C=C(CN2C(N(SC2=O)C2=CC=CC3=CC=CC=C23)=O)C=CC1